CCCC(CCCCCCCCCC(CCCCC)=O)=O nonadecane-4,14-dione